(S)-2-(methoxymethyl)-2-methyl-9-(4-Phenoxy-2-(trifluoromethyl)benzoyl)-1,2,4,7-tetrahydro-3H-pyrrolo[3',2':5,6]pyrido[3,4-b]pyrazin-3-one COC[C@@]1(NC2=C(NC1=O)C=NC1=C2C(=CN1)C(C1=C(C=C(C=C1)OC1=CC=CC=C1)C(F)(F)F)=O)C